BrC=1C=C2C=NN(C2=C(C1)C(=O)OC)COCC[Si](C)(C)C methyl 5-bromo-1-(2-trimethylsilylethoxymethyl)indazole-7-carboxylate